OC1=CC=C(C=C1)[C@H](C#CC)C1C(OC(OC1=O)(C)C)=O |r| (+/-)-5-[1-(4-hydroxy-phenyl)-but-2-ynyl]-2,2-dimethyl-[1,3]dioxane-4,6-dione